trans-4-(3-amino-2,2,4,4-tetramethylcyclobutyloxy)-2-methoxybenzonitrile N[C@@H]1C([C@H](C1(C)C)OC1=CC(=C(C#N)C=C1)OC)(C)C